CC1=C2C(=NC=C1O)N(N=C2)C2OCCCC2 4-methyl-1-(oxan-2-yl)pyrazolo[3,4-b]pyridin-5-ol